O1CC(OC2=C1C=CC=C2)CNC(=O)C2(CC1=CC=CC=C1C2)CC(=O)O 2-[2-(2,3-dihydro-1,4-benzodioxin-3-ylmethylcarbamoyl)indan-2-yl]acetic acid